BrC=1C=C2C(=NC=NC2=CC1)N[C@H](C)C1=CC(=CC(=C1)C(F)(F)F)[N+](=O)[O-] (R)-6-bromo-N-(1-(3-nitro-5-(trifluoromethyl)phenyl)ethyl)quinazolin-4-amine